C(C)(=O)OC1CCC2C3CCC4=CC(CCC4=C3CCC12)=O 3-oxo-2,3,6,7,8,11,12,13,14,15,16,17-dodecahydro-1H-cyclopenta[a]phenanthren-17-yl acetate